ClC1=C(C(=CC=C1)C)N1CCN(CC1)C(CC1=C(NC2=C(C=C(C=C12)C)C)C(=O)O)=O 3-(2-(4-(2-chloro-6-methylphenyl)piperazin-1-yl)-2-oxoethyl)-5,7-dimethyl-1H-indole-2-carboxylic acid